ClC=1C=NC(=NC1)[C@@H]1[C@H](CC1)C=1NC(C2=C(N1)N(N=C2C#N)[C@H](C)C=2C=NC(=CC2)C(F)(F)F)=O 6-((1S,2S)-2-(5-chloropyrimidin-2-yl)cyclobutyl)-4-oxo-1-((R)-1-(6-(trifluoromethyl)pyridin-3-yl)ethyl)-4,5-dihydro-1H-pyrazolo[3,4-d]pyrimidine-3-carbonitrile